FC1=C(C=CC(=C1)F)C1=CC(=C(S1)C(=O)N[C@H]1CNCCC1)NC(=O)N (R)-5-(2,4-difluorophenyl)-N-(piperidin-3-yl)-3-ureidothiophene-2-carboxamide